Benzyl (R)-3-((tert-butyldiphenylsilyl)oxy)-2-hydroxypropanoate [Si](C1=CC=CC=C1)(C1=CC=CC=C1)(C(C)(C)C)OC[C@H](C(=O)OCC1=CC=CC=C1)O